FC=1C=C(C=O)C=C(N1)OC 2-FLUORO-6-METHOXYISONICOTINALDEHYDE